6-[(2S)-2-amino-3-[(1R)-2,2-difluorocyclopropyl]propyl]-7-methyl-N-[(thiophen-2-yl)methyl]thieno[3,2-c]pyridazin-4-amine N[C@H](CC1=C(C=2N=NC=C(C2S1)NCC=1SC=CC1)C)C[C@H]1C(C1)(F)F